[Fe].N1C=NC=C1.N1C=NC=C1 diimidazole iron salt